3-((8-methoxy-2-(5-methoxypyrazin-2-yl)-2,3-dihydrobenzo[b][1,4]dioxin-6-yl)methyl)-3H-imidazo[4,5-b]pyridine COC1=CC(=CC2=C1OC(CO2)C2=NC=C(N=C2)OC)CN2C=NC=1C2=NC=CC1